OC=1C=C(C=CC1O)C1(C2(N(CC1)C)C(NC1=CC=CC=C12)=O)C(C1=CC(=CC(=C1)C)C)=O (3,4-dihydroxyphenyl)-3'-(3,5-dimethylbenzoyl)-1'-methylspiro[indoline-3,2'-pyrrolidin]-2-one